O[C@@H](C(=O)OCC1=CC=CC=C1)CC1=CC=C(C=C1)[N+](=O)[O-] (R)-benzyl 2-hydroxy-3-(4-nitrophenyl)propanoate